(2R,7aR)-ethyl 5-oxo-2-(trifluoromethoxy)hexahydro-1H-pyrrolizine-7a-carboxylate O=C1N2C[C@@H](C[C@]2(CC1)C(=O)OCC)OC(F)(F)F